C(C)(C)(C)OC(NC12CC(C1)(C2)N2C(=NC(=C2I)I)C(C(C)C)O)=O tert-butyl(3-(2-(1-hydroxy-2-methylpropyl)-4,5-diiodo-1H-imidazol-1-yl)-bicyclo[1.1.1]pentan-1-yl)carbamate